C(C)(C)(C)OC(C1=C(N=C(C=C1)N1N=C(C=C1)O[C@H]1[C@H](C1)C(F)(F)F)Cl)=O 2-chloro-6-(3-((cis)-2-(trifluoromethyl)cyclopropyloxy)-1H-pyrazol-1-yl)nicotinic acid tert-butyl ester